C1(CC1)NC=1N=CC2=C(N1)C1(C(N(C2)C=2C=C(C=CC2C)NC(C2=CC(=C(C=C2)N2CCN(CC2)C)C(F)(F)F)=O)=O)CC1 N-(3-(2'-(cyclopropylamino)-7'-oxo-5'H-spiro[cyclopropane-1,8'-pyrido[4,3-d]pyrimidine]-6'(7'H)-yl)-4-methylphenyl)-4-(4-methylpiperazin-1-yl)-3-(trifluoromethyl)benzamide